methyl (S)-4-(5-(3,6,9,12-tetraoxapentadec-14-yn-1-yl)-1,3,4-oxadiazol-2-yl)-2-((tert-butoxycarbonyl)amino)butanoate C(COCCOCCOCCOCC#C)C1=NN=C(O1)CC[C@@H](C(=O)OC)NC(=O)OC(C)(C)C